2-deutero-methoxyphenylboronic acid [2H]C1=C(C=CC=C1OC)B(O)O